3-[1-(3-hydroxypropyl)-4-methyl-1H-benzotriazol-5-yl]propanoate OCCCN1N=NC2=C1C=CC(=C2C)CCC(=O)[O-]